ClC1=C(C(=C(C=C1OC)OC)Cl)C1=CC2=C(N=C(N=C2)N[C@H]2[C@H](COC2)NC(C=C)=O)C(=N1)N1C[C@](CC1)(C)O N-((3R,4S)-4-((6-(2,6-dichloro-3,5-dimethoxyphenyl)-8-((R)-3-hydroxy-3-methylpyrrolidin-1-yl)pyrido[3,4-d]pyrimidin-2-yl)amino)tetrahydrofuran-3-yl)acrylamide